methothioyl-amine C(=S)N